COC([C@@H](NC(=O)OC(C)(C)C)CS)=O N-Boc-cysteine methyl ester